ClC=1C(=NC(=C(C1)F)C1=C(C(=C(C=C1F)F)F)F)S(=O)(=O)C(C(=O)N)C ((3-chloro-5-fluoro-6-(2,3,4,6-tetrafluorophenyl)pyridin-2-yl)sulfonyl)propionamide